4-((S)-4-propenoyl-2-methylpiperazin-1-yl)-1-(2-(dimethylamino)-4-methylpyridin-3-yl)-6-fluoro-7-(2-fluoro-6-hydroxyphenyl)pyrido[2,3-d]pyrimidin-2(1H)-one C(C=C)(=O)N1C[C@@H](N(CC1)C=1C2=C(N(C(N1)=O)C=1C(=NC=CC1C)N(C)C)N=C(C(=C2)F)C2=C(C=CC=C2O)F)C